NC1=C(C(=NN1C1CCC(CC1)(C(F)(F)F)O)C1=CC=C(C=C1)Br)C#N 5-amino-3-(4-bromophenyl)-1-[4-hydroxy-4-(trifluoromethyl)cyclohexyl]pyrazole-4-carbonitrile